CC(C=C(C)C1=CC=C(C=C1)O)(CC(C)(C1=CC=C(C=C1)O)C)C1=CC=C(C=C1)O 4,6-dimethyl-2,4,6-tri(4-hydroxyphenyl)-2-heptene